NC1=NC(=C(C=2N1C(N(N2)CC(=O)N(C)C2CC2)=O)C2=CC(=NC(=C2)C)C)C2=CC=CC=C2 2-[5-amino-8-(2,6-dimethyl-4-pyridinyl)-3-oxo-7-phenyl-[1,2,4]triazolo[4,3-c]pyrimidin-2-yl]-N-cyclopropyl-N-methyl-acetamide